(3R,8S)-8-((2,2-difluoroethoxy)methyl)-3,10-dimethyl-11-oxo-1,3,4,7,8,9,10,11-octahydro-2H-pyrido[4',3':3,4]Pyrazolo[1,5-a][1,4]Diazepine-2-carboxylic acid tert-butyl ester C(C)(C)(C)OC(=O)N1CC=2C(=NN3C2C(N(C[C@@H](C3)COCC(F)F)C)=O)C[C@H]1C